C1(=CC=CC=C1)C1=NC(=NC(=N1)C1=CC=CC=C1)C=1C=CC=2N(C3=CC=CC=C3C2C1)C1=NC(=NC(=N1)N1C2=CC=CC=C2C=2C=CC=CC12)N1C2=CC=CC=C2C=2C=CC=CC12 9,9'-(6-(3-(4,6-diphenyl-1,3,5-triazin-2-yl)-9H-carbazol-9-yl)-1,3,5-triazin-2,4-diyl)bis(9H-carbazole)